C1(CCCCC1)NC(C1=CC(=CC=C1)[C@@H]1NOCC1)=O (R)-N-cyclohexyl-3-(isoxazolidin-3-yl)benzamide